FCCC(C1=CC=C(C=C1)F)N1N=CC(=C1)C1=NC(=NC=C1)C1=CC=2N(C=C1)N=C(N2)N 7-(4-(1-(3-fluoro-1-(4-fluorophenyl)propyl)-1H-pyrazol-4-yl)-pyrimidin-2-yl)-[1,2,4]triazolo[1,5-a]pyridin-2-amine